4-methoxy-2-nitro-5-(3-(2-phenylacetylamino)propoxy)benzoic acid methyl ester COC(C1=C(C=C(C(=C1)OCCCNC(CC1=CC=CC=C1)=O)OC)[N+](=O)[O-])=O